2-methoxy-4-(7-methoxyimidazo[1,2-a]pyridin-3-yl)aniline COC1=C(N)C=CC(=C1)C1=CN=C2N1C=CC(=C2)OC